C(#N)C1=C(OC=2C=C3C(N(C=NC3=CC2)C(CCC2CCN(CC2)C(=O)OC(C)(C)C)C)=O)C(=CC=C1NS(N(C)CC)(=O)=O)F tert-butyl 4-[3-[6-[2-cyano-3-[[ethyl(methyl)sulfamoyl]amino]-6-fluoro-phenoxy]-4-oxo-quinazolin-3-yl]butyl]piperidine-1-carboxylate